N,N'-diallylethane-1,2-diamine C(C=C)NCCNCC=C